Ethyl (Ra)-4-chloro-6-(2-cyanoethyl)-7-(2,3-dichlorophenyl)-8-fluoro-2-methylquinoline-3-carboxylate ClC1=C(C(=NC2=C(C(=C(C=C12)CCC#N)C1=C(C(=CC=C1)Cl)Cl)F)C)C(=O)OCC